ClC=1C=NN(C1)CC=1N=NN(C1)[C@H](C(=O)N1[C@@H](C[C@H](C1)O)C(=O)NC)C(C)(C)C (2S,4R)-1-[(2S)-2-[4-[(4-chloropyrazol-1-yl)methyl]triazol-1-yl]-3,3-dimethyl-butanoyl]-4-hydroxy-N-methyl-pyrrolidine-2-carboxamide